O=C([C@H](C)NC(=O)[C@@H]1N(C[C@H](C1)C1=CC=CC=C1)C(=O)OC(C)(C)C)NCC1=CC=C(C=C1)C(NC(=O)OCCC)=N tert-butyl (2R,4R)-2-(((S)-1-oxo-1-((4-(N-(propoxycarbonyl)carbamimidoyl)benzyl)amino)propan-2-yl)carbamoyl)-4-phenylpyrrolidine-1-carboxylate